Diiodoethane C(CI)I